2-(methylamino)pyridin CNC1=NC=CC=C1